CC1=C(C(=CC=C1)C)N1C(C=2N(C(C(=C(C2C1)C1=C(C=CC(=C1)F)O)C#N)=O)C1=C(C=C(C=C1C)C)C)=O 6-(2,6-dimethylphenyl)-4-(5-fluoro-2-hydroxyphenyl)-1-mesityl-2,7-dioxo-2,5,6,7-tetrahydro-1H-pyrrolo[3,4-b]pyridine-3-carbonitrile